CC1=C(C2=C(C(N(C=C2C#CC(C(F)(F)F)(C2=CC(=CC=C2)CO)O)C)=O)N1)C(=O)OCC ethyl 2,6-dimethyl-7-oxo-4-[4,4,4-trifluoro-3-hydroxy-3-[3-(hydroxymethyl)phenyl]but-1-ynyl]-1H-pyrrolo[2,3-c]pyridine-3-carboxylate